BrC1=C(C2=C(S1)C=CC=C2)CC(=O)N 2-(2-bromobenzo[b]thiophen-3-yl)acetamide